2-methyl-1-[2-methyl-4-(prop-2-yloxy)phenyl]propan-1-one benzyl-(S)-4-(5-bromo-6-(1-methoxyethyl)pyridin-3-yl)piperazine-1-carboxylate C(C1=CC=CC=C1)OC(=O)N1CCN(CC1)C=1C=NC(=C(C1)Br)[C@H](C)OC.CC(C(=O)C1=C(C=C(C=C1)OC(C)C)C)C